C1(=CC=CC=C1)NC1=CC2=CC=CC=C2C=C1 N-Phenyl-2-naphthyl-amin